CC1=CC(N2BN3C(=CC(=C3C=C12)C)C)C 1,3,5,7-tetramethyl-4-bora-3a,4a-diaza-s-indacene